C(\C=C(\C)/CCC=C(C)C)OC(C=C(C)C)=O.NC1=C(C=CC(=C1)F)C1=C(C=C(C(=C1)Cl)C(=O)NC=1C=C(C(=NC1)C(=O)NCC1(CC1)C#N)Cl)F 5-(2'-amino-5-chloro-2,4'-difluoro-[1,1'-biphenyl]-4-carboxamido)-3-chloro-N-((1-cyanocyclopropyl)methyl)picolinamide neryl-3,3-dimethylacrylate